C1CC12CCN(CC2)C2=C(C(=O)NC1=CC3=C(N=NC(=C3)O)C(=N1)N1CCC(CC1)(F)F)C=CC(=C2)I 2-{6-azaspiro[2.5]octane-6-yl}-N-[8-(4,4-difluoropiperidin-1-yl)-3-hydroxypyrido[3,4-c]pyridazin-6-yl]-4-iodobenzamide